2-methyl-propansulfonic acid CC(CS(=O)(=O)O)C